COC1=CC=C(C(C2=CC=C(C=C2)OC)(C2=CC=CC=C2)NC2=NC(NC=N2)=O)C=C1 4-N-(4,4'-dimethoxytrityl)-5-azacytosine